Methyl 2-((4-(5-fluoro-4-(methoxymethoxy)pyrimidin-2-yl)cyclohex-3-en-1-yl)methyl)-1-(2-methoxyethyl)-1H-thieno[2,3-d]imidazole-5-carboxylate FC=1C(=NC(=NC1)C1=CCC(CC1)CC=1N(C2=C(N1)SC(=C2)C(=O)OC)CCOC)OCOC